(1,4,5,6-Tetrahydropyrrolo[3,4-c]pyrazol-3-yl)(4-(2-(trifluoromethyl)phenyl)piperidin-1-yl)methanone N1N=C(C2=C1CNC2)C(=O)N2CCC(CC2)C2=C(C=CC=C2)C(F)(F)F